6-Bromo-N-(3-methoxy-5-((tetrahydrofuran-3-yl)methoxy)phenyl)quinolin-4-amine BrC=1C=C2C(=CC=NC2=CC1)NC1=CC(=CC(=C1)OCC1COCC1)OC